(S)-7-((6-((dimethyl-amino)methyl)-5-(2-(2-hydroxy-propan-2-yl)morpholino)pyridin-2-yl)amino)-4-(1-methyl-1H-pyrrolo[2,3-b]pyridin-4-yl)-2,3-dihydro-1H-pyrrolo[3,4-c]pyridin-1-one CN(C)CC1=C(C=CC(=N1)NC=1C2=C(C(=NC1)C1=C3C(=NC=C1)N(C=C3)C)CNC2=O)N2C[C@H](OCC2)C(C)(C)O